[4-[(2-methylimidazo[1,2-b]pyridazin-7-yl)methyl]cyclohexyl]-[(3S)-3-pyrazin-2-yl-1,2-oxazolidin-2-yl]methanone CC=1N=C2N(N=CC(=C2)CC2CCC(CC2)C(=O)N2OCC[C@H]2C2=NC=CN=C2)C1